rac-2-(3-cyanomorpholin-4-yl)-4-[3-[2,6-dichloro-4-[4-(2-methoxyethyl)piperazin-1-yl]benzoyl]-2,4-dihydro-1,3-benzoxazin-8-yl]-5-fluorobenzoic acid C(#N)[C@H]1N(CCOC1)C1=C(C(=O)O)C=C(C(=C1)C1=CC=CC=2CN(COC21)C(C2=C(C=C(C=C2Cl)N2CCN(CC2)CCOC)Cl)=O)F |r|